C(C)SC1=NN=C(S1)C=1C(=C(C(=O)N)C=CC1)C(F)(F)F (5-(ethylthio)-1,3,4-thiadiazole-2-yl)-2-(trifluoromethyl)benzamide